n-propyl (salicylate) phenyl-carbonate C1(=CC=CC=C1)OC(O)=O.C(C=1C(O)=CC=CC1)(=O)OCCC